C(CCC)C1=CC=C(C=C1)S(=O)(=O)NC1=C(C(=O)OC)C=C(C=N1)[N+](=O)[O-] methyl 2-((4-butylphenyl)-sulfonamido)-5-nitronicotinate